ClC1=C2C(=C(NC2=CC=C1F)C(=O)N1CCN(CC1)C(COC1CN(C1)C)=O)F 1-(4-(4-chloro-3,5-difluoro-1H-indole-2-carbonyl)piperazin-1-yl)-2-((1-methylazetidin-3-yl)oxy)ethan-1-one